The molecule is a docosanoid anion that is the conjugate base of (7S,17S)-bis(hydroperoxy)-(4Z,8E,10Z,13Z,15E,19Z)-docosahexaenoic acid, obtained by deprotonation of the carboxy group; major species at pH 7.3. It is a docosanoid anion and a long-chain fatty acid anion. It is a conjugate base of a (7S,17S)-bis(hydroperoxy)-(4Z,8E,10Z,13Z,15E,19Z)-docosahexaenoic acid. CC/C=C\\C[C@@H](/C=C/C=C\\C/C=C\\C=C\\[C@H](C/C=C\\CCC(=O)[O-])OO)OO